1,1-bis(4-hydroxy-3,5-dibromophenyl)-1-phenylethane OC1=C(C=C(C=C1Br)C(C)(C1=CC=CC=C1)C1=CC(=C(C(=C1)Br)O)Br)Br